CC=1C=C(N=NC1C1=CC=C(C=C1)C(F)(F)F)N[C@H]1CN(CCC1)C(=O)OC(C)(C)C tert-butyl (R)-3-((5-methyl-6-(4-(trifluoromethyl)phenyl)pyridazin-3-yl)amino)piperidine-1-carboxylate